7-(2-Amino-[1,2,4]triazolo[1,5-a]pyridin-7-yl)-4-(2-fluoro-5-(trifluoromethoxy)benzyl)-3,4-dihydropyrido[3,2-f][1,4]oxazepin-5(2H)-one NC1=NN2C(C=C(C=C2)C2=CC=3C(N(CCOC3N=C2)CC2=C(C=CC(=C2)OC(F)(F)F)F)=O)=N1